N1,N3-bis(4-(tert-butyl)phenyl)-2-chloro-5-methylbenzene-1,3-diamine C(C)(C)(C)C1=CC=C(C=C1)NC1=C(C(=CC(=C1)C)NC1=CC=C(C=C1)C(C)(C)C)Cl